2-Cyanoethyl (S)-3-cyclopropyl-2-(2-((S)-5-oxo-1-(2,3,5-trifluorobenzyl)pyrrolidin-2-yl)acetamido)propanoate C1(CC1)C[C@@H](C(=O)OCCC#N)NC(C[C@H]1N(C(CC1)=O)CC1=C(C(=CC(=C1)F)F)F)=O